3-((2-(stearyloxy)ethyl)amino)propionic acid C(CCCCCCCCCCCCCCCCC)OCCNCCC(=O)O